benzyl (2,2-difluoro-3-hydroxypropyl)carbamate FC(CNC(OCC1=CC=CC=C1)=O)(CO)F